2-(2-hydroxy-5-octyl-phenyl)benzotriazole OC1=C(C=C(C=C1)CCCCCCCC)N1N=C2C(=N1)C=CC=C2